5-((2S,5R)-4-(bis(4-fluorophenyl)methyl)-2,5-dimethylpiperazin-1-yl)thieno[2,3-e][1,2,4]triazolo[4,3-a]pyrimidine FC1=CC=C(C=C1)C(N1C[C@@H](N(C[C@H]1C)C1=NC=2N(C3=C1SC=C3)C=NN2)C)C2=CC=C(C=C2)F